3-(5-(3-(methylamino)-7-(pyrrolidin-1-ylmethyl)-1H-pyrazolo[4,3-b]pyridin-5-yl)-1-oxoisoindolin-2-yl)piperidine-2,6-dione CNC1=NNC=2C1=NC(=CC2CN2CCCC2)C=2C=C1CN(C(C1=CC2)=O)C2C(NC(CC2)=O)=O